C(C1=CC=CC=C1)(=O)C1=NC2=CC=C(C=C2C(N1)=O)Br 2-benzoyl-6-bromoquinazolin-4(3H)-one